(S)-4-((2-(2-oxopyridin-1(2H)-yl)ethyl)(4-(5,6,7,8-tetrahydro-1,8-naphthyridin-2-yl)butyl)amino)-2-(2-(pyrimidin-5-yl)acetamido)butanoic acid O=C1N(C=CC=C1)CCN(CC[C@@H](C(=O)O)NC(CC=1C=NC=NC1)=O)CCCCC1=NC=2NCCCC2C=C1